CC1=CC=CC(=N1)C=1N=CC=2OCCN(C2N1)C1=CC(=NC=C1)N (s)-4-(2-(6-methylpyridin-2-yl)-6,7-dihydro-8H-pyrimido[5,4-b][1,4]oxazin-8-yl)pyridin-2-amine